C1(=CC=CC=C1)NCCNCCC[Si](OCC)(OCC)OCC N-(2-phenylaminoethyl)-3-aminopropyl-triethoxysilane